N,N-diisopropoxybenzylamine C(C)(C)ON(OC(C)C)CC1=CC=CC=C1